[C-]1(C=CC=C1)C=1C(=C(C=CC1OC)C(=O)C1=C(C(=C(C=C1)OC)[C-]1C=CC=C1)OC)OC.[CH-]1C=CC=C1.[Fe+2].[CH-]1C=CC=C1.[Fe+2] ferrocenyl-(2,4-dimethoxy)-phenyl ketone